allyl-chloramine C(C=C)NCl